N-Boc-1,2-thiaselenan-4-amine C(=O)(OC(C)(C)C)NC1C[Se]SCC1